carbon monoxide molybdenum [Mo].[C]=O